CN1C(=NC2=NC=C(C(=C21)C#N)OC=2C=NN1C2C=CC=C1)NC=1C(N(C=C(C1)C(F)(F)F)CCCN1CCOCC1)=O 1-methyl-2-((1-(3-morpholinopropyl)-2-oxo-5-(trifluoromethyl)-1,2-dihydropyridin-3-yl)amino)-6-(pyrazolo[1,5-a]pyridin-3-yloxy)-1H-imidazo[4,5-b]pyridine-7-carbonitrile